C1(CCCCC1)=CCC/C(=C/CC/C(=C/CC[C@@](CCC=1C(C(=C(C(C1C)=O)C)C)=O)(C)O)/C)/C 2-((R,6E,10E)-14-cyclohexylidene-3-hydroxy-3,7,11-trimethyltetradeca-6,10-dien-1-yl)-3,5,6-trimethylcyclohexa-2,5-diene-1,4-dione